isocyanatomethyl-dimethyl-ethoxysilane N(=C=O)C[Si](OCC)(C)C